N-(8,9-Difluoro-6-oxo-1,4,5,6-tetrahydro-2H-pyrano[3,4-c]isoquinolin-1-yl)-3-fluoro-N-methyl-4-(trifluoromethyl)benzamide FC=1C(=CC=2C3=C(NC(C2C1)=O)COCC3N(C(C3=CC(=C(C=C3)C(F)(F)F)F)=O)C)F